CC1(OC[C@H](N1C(=O)OC(C)(C)C)[C@H](CCC)CC=O)C tert-Butyl (4R)-2,2-dimethyl-4-[(1R)-1-(2-oxoethyl)butyl]oxazolidine-3-carboxylate